COC=1C=C2C(=CC=NC2=CC1OC)OC1=C(C=C(C=C1)NC(=O)C=1C(C(=C(N(C1)C)C(=O)OCC)C1=CC=C(C=C1)F)=O)F ethyl 5-((4-((6,7-dimethoxyquinolin-4-yl) oxy)-3-fluorophenyl) carbamoyl)-3-(4-fluorophenyl)-1-methyl-4-oxo-1,4-dihydropyridine-2-carboxylate